trichloroethyl-cyanuric acid ClC(CN1C(=O)NC(=O)NC1=O)(Cl)Cl